2,3,4,5-tetrafluorophthalic acid FC1(C(C(=O)O)C=C(C(=C1F)F)F)C(=O)O